[Cl-].COC1=CC=C(N=N1)N1N=CN=C1[C@H](C)[NH3+] [(1S)-1-[2-(6-methoxypyridazin-3-yl)-1,2,4-triazol-3-yl]ethyl]ammonium chloride